CN(CC(C)N1N=CC(=C1)B1OC(C(O1)(C)C)(C)C)C(C)C methyl(propan-2-yl){2-[4-(4,4,5,5-tetramethyl-1,3,2-dioxaborolan-2-yl)-1H-pyrazol-1-yl]propyl}amine